2-(4-bromophenyl)-6-(4-ethylphenyl)-4-(4-phenylaminophenyl)pyridine BrC1=CC=C(C=C1)C1=NC(=CC(=C1)C1=CC=C(C=C1)NC1=CC=CC=C1)C1=CC=C(C=C1)CC